FC1(CCC(CC1)C(NC(=O)C1=NON=C1C)C=1OC2=C(N1)C=C(C=C2F)C(COC)N2C(NC(C2)C(F)(F)F)=O)F N-((4,4-difluorocyclohexyl)(7-fluoro-5-(2-methoxy-1-(2-oxo-4-(trifluoromethyl)imidazolidin-1-yl)ethyl)benzo[d]oxazol-2-yl)methyl)-4-methyl-1,2,5-oxadiazole-3-carboxamide